C(#N)C=1C=NN2C1C(=CC(=C2)C=2C=NN(C2)C2CCC(CC2)=O)C=2C=CC(=NC2)N2CCC(CC2)(C(=O)NC(C)C)CC 1-[5-[3-cyano-6-[1-(4-oxocyclohexyl)pyrazol-4-yl]pyrazolo[1,5-a]pyridin-4-yl]-2-pyridyl]-4-ethyl-N-isopropyl-piperidine-4-carboxamide